C1(CC1)C1=NC=NC(=C1C=1N=CC2=C(N1)C=CN2)OC(C)C 2-(4-cyclopropyl-6-isopropoxy-pyrimidin-5-yl)-5H-pyrrolo[3,2-d]pyrimidine